P(=S)(O)(O)OC[C@@H]1[C@H](C[C@@H](O1)N1C(=O)N=C(N)C=C1)O 2'-deoxycytidine 5'-monothiophosphate